FC=1C=C(C=CC1)[C@H](CNC(C)(C1CCC(CC1)OCC1=CC=CC=C1)C)O (R)-1-(m-fluorophenyl)-2-{1-methyl-1-[(1s,4S)-4-(benzyloxy)cyclohexyl]ethylamino}-1-ethanol